5-((1R,2S,5S)-2-(2-Chloro-3-fluorophenyl)-3-azabicyclo[3.1.0]hexan-3-yl)-N-((R,E)-4-(methylsulfonyl)but-3-en-2-yl)pyrazine-2-carboxamide ClC1=C(C=CC=C1F)[C@@H]1[C@@H]2C[C@@H]2CN1C=1N=CC(=NC1)C(=O)N[C@H](C)\C=C\S(=O)(=O)C